N1=C(C=CC2=CN=CC=C12)NC1=NC=C(C(=O)NC2CCC(CC2)C(=O)N(C)CCOCCOCCNC(OC(C)(C)C)=O)C(=C1)NC1CC1 tert-butyl (2-(2-(2-((1R,4R)-4-(6-((1,6-naphthyridin-2-yl)amino)-4-(cyclopropylamino)nicotinamido)-N-methylcyclohexane-1-carboxamido)ethoxy)ethoxy)ethyl)-carbamate